C(CCC)CC[C@H]1OC1 |r| (±)-2-butyl-ethyl-oxirane